C(C=C)(=O)N1CC2(C1)CCN(CC2)C2=CC=C(C=C2)C2=NN1C(C=CC(=C1)C=1C=NN(C1)CC)=C2C#N (4-(2-propenoyl-2,7-diazaspiro[3.5]non-7-yl)phenyl)-6-(1-ethyl-1H-pyrazol-4-yl)pyrazolo[1,5-a]pyridine-3-carbonitrile